FC=1C=C2C=CC(=NC2=CC1)C=NC1=CC=CC=C1 N-(6-fluoroquinolin-2-ylmethylene)aniline